2-((1-(N,N-dimethylaminyl)methylcyclopropan-1-yl)methoxy)pyridine CN(C)CC1(CC1)COC1=NC=CC=C1